C1(CC1)C=1N=NN(C1)[C@H](C(=O)N1[C@@H](C[C@H](C1)O)C(=O)N[C@@H](CC=1N=NN(C1)C)C)C(C)(C)C (2S,4R)-1-[(2S)-2-(4-cyclopropyl-triazol-1-yl)-3,3-dimethyl-butyryl]-4-hydroxy-N-[(1R)-1-methyl-2-(1-methyl-triazol-4-yl)ethyl]pyrrolidine-2-carboxamide